2-(methylsulfonyl)-4-(trifluoromethyl)phenyl ketone CS(=O)(=O)C1=C(C=CC(=C1)C(F)(F)F)C(=O)C1=C(C=C(C=C1)C(F)(F)F)S(=O)(=O)C